4-((1s,2s)-2-hydroxycyclopentylamino)-2-(methylthio)pyrimidine O[C@@H]1[C@H](CCC1)NC1=NC(=NC=C1)SC